3-(5-((2,6-dichlorobenzyl)thio)-4-(2,4-difluorophenyl)-4H-1,2,4-triazol-3-yl)propan-1-ol ClC1=C(CSC=2N(C(=NN2)CCCO)C2=C(C=C(C=C2)F)F)C(=CC=C1)Cl